1-Tert-butyl 4-[3,5-dimethyl-1-(1-methyl-2,6-dioxo-3-piperidyl)-2-oxo-benzimidazol-4-yl]piperidine-1-carboxylate CN1C(N(C2=C1C(=C(C=C2)C)C2CCN(CC2)C(=O)OC(C)(C)C)C2C(N(C(CC2)=O)C)=O)=O